methylammonium tin [Sn+4].C[NH3+]